ClC=1N=C(C2=C(N1)CCN(C2)C(C)C)NC=2N=CC=1CCC3=C(C1C2F)NC2=C3C(NCC2)=O 2-((2-chloro-6-isopropyl-5,6,7,8-tetrahydropyrido[4,3-d]pyrimidin-4-yl)amino)-1-fluoro-8,9,10,11-tetrahydro-5H-pyrido[3',4':4,5]pyrrolo[2,3-f]isoquinolin-7(6H)-one